2-methyl-{(1S)-1-[3-(methyloxy)phenyl]ethyl}pyrimidin-4-amine CC1=NC=C(C(=N1)N)[C@@H](C)C1=CC(=CC=C1)OC